3-(difluoromethyl)-5-fluoro-1-methyl-1H-pyrazole-4-carbonyl fluoride FC(C1=NN(C(=C1C(=O)F)F)C)F